C(C)(C)(C)N1C(=NC=C1)CN1CC2(CN(C2)C(=O)N2CC3(C2)CC(C3)N3N=C(N=C3)C(F)(F)F)C1 [6-[(1-tert-butylimidazol-2-yl)methyl]-2,6-diazaspiro[3.3]heptan-2-yl]-[6-[3-(trifluoromethyl)-1,2,4-triazol-1-yl]-2-azaspiro[3.3]heptan-2-yl]methanone